Pyridine-3-sulfonic acid [3-(4-amino-7-methyl-7H-pyrrolo[2,3-d]pyrimidin-5-yl)-2-fluoro-phenyl]-amide NC=1C2=C(N=CN1)N(C=C2C=2C(=C(C=CC2)NS(=O)(=O)C=2C=NC=CC2)F)C